1,4-di-tert-butyl 2-({6-[(tert-butoxycarbonyl)amino]-2,3-difluorophenyl} (hydroxy) methyl)-3-methylbutanedioate C(C)(C)(C)OC(=O)NC1=CC=C(C(=C1C(C(C(=O)OC(C)(C)C)C(C(=O)OC(C)(C)C)C)O)F)F